CC1=NC(=NC=C1)O methyl-2-hydroxypyrimidine